N1N=NC=2N=NC=CC21 1,2,3-triazolo[4,5-c]pyridazine